N-[7-[[4-[[2-(6-methyl-2-pyridyl)pyrimidin-4-yl]amino]pyrimidin-2-yl]amino]-2,3-dihydro-1,4-benzodioxin-5-yl]piperidine-4-carboxamide CC1=CC=CC(=N1)C1=NC=CC(=N1)NC1=NC(=NC=C1)NC=1C=C(C2=C(OCCO2)C1)NC(=O)C1CCNCC1